C(=O)O.CC=1C=NN(C(C1)=O)CC1=CC2=NC=CC(=C2S1)C=1C=C(C=C2CCCN(C12)[C@H]1CNC2(CCC2)C1)C#N (R)-8-(2-((4-methyl-6-oxopyridazin-1(6H)-yl)methyl)thieno[3,2-b]pyridin-7-yl)-1-(5-azaspiro[3.4]octan-7-yl)-1,2,3,4-tetrahydroquinoline-6-carbonitrile, formic acid salt